C1(CC1)C[C@@H](C(=O)N1[C@@H]([C@H]2C([C@H]2C1)(C)C)C(=O)OC)NC=1C=NC=NC1 methyl (1R,2S,5S)-3-((S)-3-cyclopropyl-2-(pyrimidin-5-ylamino)propanoyl)-6,6-dimethyl-3-azabicyclo[3.1.0]hexane-2-carboxylate